Tert-butyl (4-((2,3-diaminopyridin-4-yl)oxy)-3-fluorophenyl)carbamate NC1=NC=CC(=C1N)OC1=C(C=C(C=C1)NC(OC(C)(C)C)=O)F